FC1=C(C=CC(=C1)I)NC=1C(=CSC1)C(=O)N1CC(C1)(O)CO 1-({4-[(2-fluoro-4-iodophenyl)amino]-3-thienyl}carbonyl)-3-(hydroxymethyl)azetidin-3-ol